3-(3-fluorophenyl)-1-methyl-6-((4-(1-(1-(pyridin-2-yl)ethyl)-1H-benzo[d]imidazol-2-yl)piperidin-1-yl)methyl)-1H-indazole FC=1C=C(C=CC1)C1=NN(C2=CC(=CC=C12)CN1CCC(CC1)C1=NC2=C(N1C(C)C1=NC=CC=C1)C=CC=C2)C